gold-silver-iron sulfide [Fe]=S.[Ag].[Au]